2-((3,5-dicyano-4-ethyl-6-(2-methyl-2,8-diazaspiro[4.5]decan-8-yl)pyridin-2-yl)sulfanyl)-2-phenylacetamide C(#N)C=1C(=NC(=C(C1CC)C#N)N1CCC2(CCN(C2)C)CC1)SC(C(=O)N)C1=CC=CC=C1